C(C)(C)(C)OC(N[C@H](C)C1=NC(=NO1)C)=O (R)-(1-(3-methyl-1,2,4-oxadiazol-5-yl)ethyl)carbamic acid tert-butyl ester